N-(3-(methylsulfonamido)phenyl)-1-(pyridin-2-yl)-1H-pyrazole-4-carboxamide CS(=O)(=O)NC=1C=C(C=CC1)NC(=O)C=1C=NN(C1)C1=NC=CC=C1